CC=1C(C(N(N1)C1=CC=CC=C1)=O)=NC1=CC(=CC=C1)C 5-methyl-2-phenyl-4-(3-methylphenyl-imino)-2,4-dihydro-3H-pyrazol-3-one